SCCC[Si](OC)(OC)OC (3-mercaptopropyl)trimethyloxysilane